O1COC2=C1C=CC(=C2)/C=C/C(=O)N(CC2OCCC2)C2=NC=CC=C2 (E)-3-(1,3-benzodioxol-5-yl)-N-(2-pyridyl)-N-(tetrahydrofuran-2-ylmethyl)prop-2-enamide